FC1(CC1)C(=O)N1CC2(C1)C[C@@H](CC2)N2CCC(CC2)C2=C(C=CC=C2)C2(CCOCC2)O (R)-(1-fluorocyclopropyl)(6-(4-(2-(4-hydroxytetrahydro-2H-pyran-4-yl)phenyl)piperidin-1-yl)-2-azaspiro[3.4]octan-2-yl)methanone